2-(4-(1-Bromoethyl)phenyl)-5-methyl-2H-tetrazole BrC(C)C1=CC=C(C=C1)N1N=C(N=N1)C